CCCCN(CCCC)C1=CC2=C(C=C1)C3(C4=CC=CC=C4C(=O)O3)C5=C(O2)C=C(C(=C5)NC6=CC=CC=C6)C 2-Anilino-6-dibutylamino-3-methylfluorane